1,5-diazaspiro[5.5]undecane N1CCCNC12CCCCC2